N1=CN=C2NC=NC2=C1C=1C(=NC=CC1)NC=1C(=NC=C(C(=O)NC2=CC(=CC=C2)C(F)(F)F)C1)C 5-((3-(9H-purin-6-yl)pyridin-2-yl)amino)-6-methyl-N-(3-(trifluoromethyl)phenyl)nicotinamide